1-(2-cyclopropylethyl)-3-methyl-N-(7-methyl-[1,2,4]triazolo[1,5-a]pyridin-6-yl)-1H-pyrazolo[3,4-d]pyrimidin-6-amine C1(CC1)CCN1N=C(C=2C1=NC(=NC2)NC=2C(=CC=1N(C2)N=CN1)C)C